C(=O)O.C(=O)O.COC=1C=2N(C=C(C1)NC(=O)N1CCC=3C1=NC=CC3N3CCNCC3)C=C(N2)C N-(8-methoxy-2-methylimidazo[1,2-a]pyridin-6-yl)-4-(piperazin-1-yl)-2,3-dihydro-1H-pyrrolo[2,3-b]pyridine-1-carboxamide diformate